OC1=C(C(=O)O)C(=CC(=C1)OC)\C=C\C1CCN(CC1)C(C1=CC=C(C=C1)C)=O (E)-2-hydroxy-4-methoxy-6-{2-[1-(4-methylbenzoyl)piperidin-4-yl]vinyl}benzoic acid